5-Chloro-2-fluoro-4-(6-(3,3,3-trifluoropropoxy)pyridin-3-yl)aniline ClC=1C(=CC(=C(N)C1)F)C=1C=NC(=CC1)OCCC(F)(F)F